NC1=C(C(=O)O)C(=CC=C1)OC 2-amino-6-methoxybenzoic acid